methyl (2S)-2-((2S)-2-(((2-(3-chlorophenyl)-1-(4-fluorophenyl)-2-methylpropoxy)carbonyl)amino)-4-methylpentanamido)-3-((S)-2-oxopyrrolidin-3-yl)propanoate ClC=1C=C(C=CC1)C(C(OC(=O)N[C@H](C(=O)N[C@H](C(=O)OC)C[C@H]1C(NCC1)=O)CC(C)C)C1=CC=C(C=C1)F)(C)C